2-(1-(2,5-dimethoxyphenyl)butan-2-yl)isoindoline-1,3-dione COC1=C(C=C(C=C1)OC)CC(CC)N1C(C2=CC=CC=C2C1=O)=O